C1=CC=C2C=CC3=CC(=C(C4=CC=C1C2=C34)O)O pyrene-7,8-diol